4-methyl-N-methyl-5-piperazin-1-ylpyridiniumcarboxamide CC1=CC=[N+](C=C1N1CCNCC1)C(=O)NC